N-(3-(1H-imidazol-1-yl)benzyl)-N-(3-methoxybenzyl)-4-(2-morpholinoethyl)oxazol-2-amine N1(C=NC=C1)C=1C=C(CN(C=2OC=C(N2)CCN2CCOCC2)CC2=CC(=CC=C2)OC)C=CC1